FC=1C=C(C(=NC1)OC)N1N=C(C(=C1C)[N+](=O)[O-])OC[C@H](CO)C (S)-3-((1-(5-fluoro-2-methoxypyridin-3-yl)-5-methyl-4-nitro-1H-pyrazol-3-yl)oxy)-2-methylpropan-1-ol